CC=1N=NN(C1COC=1C=C2CCNCC2=CN1)C=1C=NC(=CC1)C(F)(F)F 6-({4-Methyl-1-[6-(trifluoromethyl)pyridin-3-yl]-1H-1,2,3-triazol-5-yl}methoxy)-1,2,3,4-tetrahydro-2,7-naphthyridine